potassium 1-methyl-3-nicotinoyl-4,5-dihydro-1H-pyrrol CN1C=C(CC1)C(C1=CN=CC=C1)=O.[K]